The molecule is a twelve-membered polypeptide comprising the sequence Tyr-Ile-Ile-Lys-Gly-Leu-Phe-Trp-Asp-Pro-Ala-Cys. Corresponds to the P34166[24-35] fragment of mating hormone A-factor 2 from Saccharomyces cerevisiae (strain ATCC 204508/S288c). It has a role as a Saccharomyces cerevisiae metabolite. CC[C@H](C)[C@@H](C(=O)N[C@@H]([C@@H](C)CC)C(=O)N[C@@H](CCCCN)C(=O)NCC(=O)N[C@@H](CC(C)C)C(=O)N[C@@H](CC1=CC=CC=C1)C(=O)N[C@@H](CC2=CNC3=CC=CC=C32)C(=O)N[C@@H](CC(=O)O)C(=O)N4CCC[C@H]4C(=O)N[C@@H](C)C(=O)N[C@@H](CS)C(=O)O)NC(=O)[C@H](CC5=CC=C(C=C5)O)N